FC=1C=C(N)C=CC1OC1=CC=2N(C=C1)N=CN2 3-fluoro-4-[[1,2,4]triazolo[1,5-a]pyridin-7-yloxy]aniline